N-(2-(4-(4-cyclobutylpiperazine-1-yl)piperidine-1-yl)-4-methoxy-5-((6-((R)-3-(3-methoxyphenyl)-isoxazolidine-2-yl)pyrimidine-4-yl)amino)phenyl)acrylamide C1(CCC1)N1CCN(CC1)C1CCN(CC1)C1=C(C=C(C(=C1)OC)NC1=NC=NC(=C1)N1OCC[C@@H]1C1=CC(=CC=C1)OC)NC(C=C)=O